[Na+].OC1=C(C(=O)NCCCCCCCC(=O)[O-])C=CC=C1 8-(2-hydroxybenzoylamino)octanoic acid sodium salt